(Z)-4-(1-((2-(tert-butoxy)ethoxy)imino)propan-2-yl)-2-chloro-1-methyl-6-oxo-1,6-dihydropyridine-3-carboxylate C(C)(C)(C)OCCO\N=C/C(C)C=1C(=C(N(C(C1)=O)C)Cl)C(=O)[O-]